CN1N=CC(=C1)N1N=C(C=CC1=O)C(=O)OC Methyl 1-(1-methylpyrazol-4-yl)-6-oxo-pyridazine-3-carboxylate